4-AMINO-3-(TRIFLUOROMETHOXY)BENZALDEHYDE NC1=C(C=C(C=O)C=C1)OC(F)(F)F